NC1=CC=CC(=N1)S(=O)(=O)NC(=O)C=1C(=NC(=C(C1)C)N(C)CC(C)C)OC1=C(C=C(C=C1C)C)C N-[(6-Amino-2-pyridyl)sulfonyl]-6-[isobutyl(methyl)amino]-5-methyl-2-(2,4,6-trimethylphenoxy)pyridin-3-carboxamid